3-[6-(Oxocyclohexan-4-yl) pyridin-3-yl]Propionate O=C1CCC(CC1)C1=CC=C(C=N1)CCC(=O)[O-]